C1(=CC=CC=C1)C1=NC(=NC(=N1)C1=CC=CC=C1)C1=CC=C(C=C1)N1C2=CC=CC=C2C=2C=C(C=CC12)C=1C=CC=2N(C3=CC=CC=C3C2C1)C1=CC=CC=C1 9-[4-(4,6-diphenyl-1,3,5-triazine-2-yl)phenyl]-9'-phenyl-9H,9'H-3,3'-biCarbazole